(1s,4s)-4-((5-(1-(2,2-Difluoroethyl)-1H-benzo[d][1,2,3]triazol-6-yl)-4-methoxypyrrolo[2,1-f][1,2,4]triazin-2-yl)amino)-1-ethylcyclohexan FC(CN1N=NC2=C1C=C(C=C2)C=2C=CN1N=C(N=C(C12)OC)NC1CCC(CC1)CC)F